2-benzyl-2-dimethylamino-1-(4-Methoxyphenyl)-butane-1-one C(C1=CC=CC=C1)C(C(=O)C1=CC=C(C=C1)OC)(CC)N(C)C